ClC=1C=C(C=CC1Cl)N1CCN(CC1)CCCN1NC(N2C1=CC=CC2)=O 1-[3-[4-(3,4-dichlorophenyl)piperazin-1-yl]propyl][1,2,4]triazolo[4,3-a]pyridin-3(2H)-one